[Si]([O-])([O-])([O-])[O-].[Zr+4].[Ca+2].[Si]([O-])([O-])([O-])[O-].[Zr+4].[Ca+2] Calcium-Zirconium Silicate Calcium-zirconium silicate